4-(4-((1-(4-cyanobenzyl)azetidin-3-yl)sulfonyl)-3,4-dihydro-2H-pyrido[4,3-b][1,4]thiazin-8-yl)benzonitrile C(#N)C1=CC=C(CN2CC(C2)S(=O)(=O)N2C3=C(SCC2)C(=CN=C3)C3=CC=C(C#N)C=C3)C=C1